7-Bromo-6-chloro-5,8-difluoro-2-(((2R,7aS)-2-fluorotetrahydro-1H-pyrrolizin-7a(5H)-yl)methoxy)quinazolin-4(3H)-one BrC1=C(C(=C2C(NC(=NC2=C1F)OC[C@]12CCCN2C[C@@H](C1)F)=O)F)Cl